C(C)(C)(C)OC(=O)N1C2CC(C(C1)C2)=O tert-butyl-5-oxo-2-azabicyclo[2.2.1]heptane-2-carboxylate